12-[(2R,3R,4R,5R,6R)-3-acetamido-4,5-diacetoxy-6-(acetoxymethyl)tetrahydro-pyran-2-yl]oxododecanoic acid benzyl ester C(C1=CC=CC=C1)OC(C(CCCCCCCCCC[C@H]1O[C@@H]([C@@H]([C@@H]([C@@H]1NC(C)=O)OC(C)=O)OC(C)=O)COC(C)=O)=O)=O